C1(=CC(=CC=C1)C1=NC(=NC=C1Cl)NC=1C=C(C=NC1)N1C(C2(CC1)CCN(CC2)C(CCCCCNC=2C=C1CN(C(C1=CC2)=O)C2C(NC(CC2)=O)=O)=O)=O)C2=CC=CC=C2 3-(5-((6-(2-(5-((4-([1,1'-biphenyl]-3-yl)-5-chloropyrimidin-2-yl)amino)pyridin-3-yl)-1-oxo-2,8-diazaspiro[4.5]decan-8-yl)-6-oxohexyl)amino)-1-oxoisoindolin-2-yl)piperidine-2,6-dione